FC=1C(=C(C=CC1F)[C@H]1[C@@H](O[C@]([C@H]1C)(C(F)(F)F)C)C(=O)NC1=CN=CC(=N1)C(=O)N)OC 6-[[(2R,3S,4S,5R)-3-(3,4-Difluoro-2-methoxy-phenyl)-4,5-dimethyl-5-(trifluoromethyl)tetrahydrofuran-2-carbonyl]amino]pyrazin-2-carboxamid